[C-]#N.C(CCCCCCC)[NH+]1C=C(C=C1)C 1-Octyl-3-Methylpyrrolium cyanid